OCC[C@H]1N(CCNC1)C(=O)OC(C)(C)C tert-butyl (R)-2-(2-hydroxyethyl)piperazine-1-carboxylate